FC=1C(=C(C=CC1)NC(=S)C=1C(NCCC1NCC1=C(C=NC=C1)OCCC1OCC1)=O)OC N-(3-fluoro-2-methoxyphenyl)-4-[({3-[2-(oxetan-2-yl)ethoxy]pyridin-4-yl}methyl)amino]-2-oxo-1,2,5,6-tetrahydropyridine-3-carbothioamide